ClC1=NC=C(C(=C1)C1=C(C=NC(=C1)C)C(=O)NC=1SC2=C(N1)CN(C2)C(=O)C2CC1(C2)CC(C1)O)OC 2'-chloro-N-(5-(6-hydroxyspiro[3.3]heptane-2-carbonyl)-5,6-dihydro-4H-pyrrolo[3,4-d]thiazol-2-yl)-5'-methoxy-6-methyl-[4,4'-bipyridine]-3-carboxamide